4-((3-(4-(((1S,4S)-4-(2-oxa-6-azaspiro[3.3]heptan-6-yl)cyclohexyl)amino)-1-(2,2,2-trifluoroethyl)-1H-indol-2-yl)prop-2-yn-1-yl)amino)-3-methoxy-benzoic acid C1OCC12CN(C2)C2CCC(CC2)NC2=C1C=C(N(C1=CC=C2)CC(F)(F)F)C#CCNC2=C(C=C(C(=O)O)C=C2)OC